2-(2,6-dioxopiperidin-3-yl)-5-fluoro-6-(6-((4'-fluoro-5,5-dimethyl-3,4,5,6-tetrahydro-[1,1'-biphenyl]-2-yl)methyl)-3,6-diazabicyclo[3.1.1]heptan-3-yl)isoindoline-1,3-dione O=C1NC(CCC1N1C(C2=CC(=C(C=C2C1=O)F)N1CC2N(C(C1)C2)CC2=C(CC(CC2)(C)C)C2=CC=C(C=C2)F)=O)=O